3-(5-((4-(1-isopropyl-6-((2-(4-methoxypiperidin-1-yl)pyrimidin-4-yl)amino)-1H-pyrazolo[4,3-c]pyridin-3-yl)piperazin-1-yl)methyl)-1-oxoisoindolin-2-yl)piperidine-2,6-dione C(C)(C)N1N=C(C=2C=NC(=CC21)NC2=NC(=NC=C2)N2CCC(CC2)OC)N2CCN(CC2)CC=2C=C1CN(C(C1=CC2)=O)C2C(NC(CC2)=O)=O